(chloro(3-bromophenoxy)phosphoryl)-L-alanine isopropyl ester C(C)(C)OC([C@@H](NP(=O)(OC1=CC(=CC=C1)Br)Cl)C)=O